8-bromo-6-(2,6-dichlorophenyl)-2-[[1-(1-methyl-3-piperidyl)pyrazol-4-yl]amino]pyrido[4,3-d]pyrimidin-5-one BrC1=CN(C(C2=C1N=C(N=C2)NC=2C=NN(C2)C2CN(CCC2)C)=O)C2=C(C=CC=C2Cl)Cl